FC1(CCC(CC1)C1=NN=C(O1)[C@@H]1CC[C@H](CC1)C(=O)[O-])F trans-4-(5-(4,4-difluorocyclohexyl)-1,3,4-oxadiazol-2-yl)cyclohexanecarboxylate